1-(6-(4-isopropyl-4H-1,2,4-triazol-3-yl)pyridin-2-yl)-3-(5-(2-methoxyacetyl)-4,5,6,7-tetrahydrothiazolo[5,4]pyridin-2-yl)urea C(C)(C)N1C(=NN=C1)C1=CC=CC(=N1)NC(=O)NC=1SC=2CCC(NC2N1)C(COC)=O